The molecule is d-Glucosylsphingosine in which the anomeric configuration of the glucosyl moiety is beta. It is a D-glucosylsphingosine and a beta-D-glucoside. It is a conjugate base of a beta-D-glucosylsphingosine(1+). CCCCCCCCCCCCC/C=C/[C@H]([C@H](CO[C@H]1[C@@H]([C@H]([C@@H]([C@H](O1)CO)O)O)O)N)O